[C@@H]12C(C3CC(C31)C2)C2=CC=C(C=C2)B(O)O (4-((1S,5R,6S)-tricyclo[3.1.1.03,6]heptan-2-yl)phenyl)boronic acid